Benzooxepine O1C=CC=CC2=C1C=CC=C2